C(CCCCCCCCCCCCCCCCCCC)(=O)NC(CC(N)(N1C(CCC1=O)=O)NCC)N(C)C N-(eicosanoylamino-ethylamino-succinimidyl-aminopropyl)-N,N-dimethylamine